ClC=1C=C(C=NC1O[C@@H]1[C@H](C[C@H](CC1)C1=CC(=CC=C1)C(F)(F)F)N1CCCCC1)S(=O)(=O)NC1=NC=NC=C1 |r| 5-chloro-N-pyrimidin-4-yl-6-[rac-(1S,2S,4S)-2-(1-piperidyl)-4-[3-(trifluoro-methyl)phenyl]cyclohexoxy]-pyridine-3-sulfonamide